7-(1-methylnonoxy)-7-oxo-heptanoic acid CC(CCCCCCCC)OC(CCCCCC(=O)O)=O